N-((1R,2R,4S)-7-cyano-7-azabicyclo[2.2.1]heptan-2-yl)-1-(4-cyclopropyl-2-pyrimidinyl)-3-pyrrolidinecarboxamide C(#N)N1[C@H]2[C@@H](C[C@@H]1CC2)NC(=O)C2CN(CC2)C2=NC=CC(=N2)C2CC2